C(C1=CC=CC=C1)N1C[C@@H](O[C@H](C1)C)CO ((2R,6S)-4-benzyl-6-methylmorpholin-2-yl)methanol